O[C@@H]1[C@@H](O)[C@@H](O)C(=O)[C@H](O1)C 4-dehydro-α-D-rhamnose